4-((5-(3-(pyridin-4-ylcarbamoyl)-1-(tetrahydro-2H-pyran-2-yl)-1H-indazol-5-yl)furan-2-yl)methyl)piperazine-1-carboxylic acid tert-butyl ester C(C)(C)(C)OC(=O)N1CCN(CC1)CC=1OC(=CC1)C=1C=C2C(=NN(C2=CC1)C1OCCCC1)C(NC1=CC=NC=C1)=O